O1CCN(CC1)CCOC1=CC(=C(C=C1)C)[C@H]1C[C@]2(OOC3(C4CC5CC(CC3C5)C4)O2)CCC1 (1R,3R)-3-[4-(2-Morpholinoethoxy)tolyl]dispiro[cyclohexane-1,3'-[1,2,4]trioxolane-5',2''-tricyclo[3.3.1.13,7]decane]